(cis)-3-methoxy-1-[3-(trifluoromethyl)anilino]-2,3-dihydro-1H-indene CO[C@H]1C[C@H](C2=CC=CC=C12)NC1=CC(=CC=C1)C(F)(F)F